ClC1=C(C=CC=C1)CC(=O)NC(C(=O)O)CCCCCCCC1=NC=2NCCCC2C=C1 2-(2-(2-chlorophenyl)acetamido)-9-(5,6,7,8-tetrahydro-1,8-naphthyridin-2-yl)nonanoic acid